ClC1=C(C=C(C=C1F)[C@@H](CC1=NC(=NC(=N1)N[C@@H](CO)CC(C)C)NS(=O)(=O)C)C)F N-(4-((R)-2-(4-chloro-3,5-difluorophenyl)propyl)-6-(((R)-1-hydroxy-4-methylpentan-2-yl)amino)-1,3,5-triazin-2-yl)methanesulfonamide